bisdodecyl-trimethyl-ammonium bromide [Br-].C(CCCCCCCCCCC)C([NH+](C)C)CCCCCCCCCCCC